1-(2,3-dihydroxypropyl)-S-triazine-2,4,6-trione OC(CN1C(NC(NC1=O)=O)=O)CO